tert-butyl 4-[2-[4-[2-(dimethylamino) ethoxy] anilino]-8-(3-methoxycyclobutyl)-7-oxo-pyrido[2,3-d]pyrimidin-6-yl]-8-methyl-2,3-dihydroquinoxaline-1-carboxylate CN(CCOC1=CC=C(NC=2N=CC3=C(N2)N(C(C(=C3)N3CCN(C2=C(C=CC=C32)C)C(=O)OC(C)(C)C)=O)C3CC(C3)OC)C=C1)C